(3R)-N-{6,7-dimethoxy-1H,2H,3H-cyclopenta[b]quinolin-9-yl}-5,5-dimethylpiperidin-3-amine COC=1C(=CC=2C(=C3C(=NC2C1)CCC3)N[C@H]3CNCC(C3)(C)C)OC